ClC1=CC(=C(C=C1OC)NC(=O)N[C@@H](C)C=1N(N=CN1)C1=NC=CC=N1)OC 1-(4-chloro-2,5-dimethoxy-phenyl)-3-[(1S)-1-(2-pyrimidin-2-yl-1,2,4-triazol-3-yl)ethyl]urea